tert-butyl 4-(4-(4-((3-(dimethylamino)propyl)amino)quinolin-2-yl)phenyl)piperazine-1-carboxylate CN(CCCNC1=CC(=NC2=CC=CC=C12)C1=CC=C(C=C1)N1CCN(CC1)C(=O)OC(C)(C)C)C